2-(α-hydroxy-n-pentyl)benzoic acid OC(CCCC)C1=C(C(=O)O)C=CC=C1